tri(propan-2-yl)-λ5-bismuthanone CC(C)[Bi](=O)(C(C)C)C(C)C